CNC(C1=CC=CC=C1)=O (E)-N-methylbenzamide